FC=1C=C2C(N(N=C(C2=CC1F)C(C)N(C(=O)NC1=CC=C(C=C1)F)CC(C)C)C)=O 1-(1-(6,7-Difluoro-3-methyl-4-oxo-3,4-dihydrophthalazin-1-yl)ethyl)-3-(4-fluorophenyl)-1-isobutylurea